FC(C(C(=O)NCCCCCCC(=O)NC1=C(C=C(C=C1F)F)F)(O)O)(F)F 7-(3,3,3-trifluoro-2,2-dihydroxypropanamido)-N-(2,4,6-trifluorophenyl)heptanamide